tert-butyl N-[2-[8-fluoro-6-(hydroxymethyl)-6,7-dihydro-5H-cyclopenta[f][1,3]benzoxazol-2-yl]ethyl]carbamate FC1=C2C(=CC=3N=C(OC31)CCNC(OC(C)(C)C)=O)CC(C2)CO